C(C)OC(C)OCCC1=CC=CC=C1 1-ethoxy-1-(2'-phenylethoxy)ethane